5-(4-fluoropiperidine-1-carbonyl)-1H-pyrrolo[2,3-b]pyridin FC1CCN(CC1)C(=O)C=1C=C2C(=NC1)NC=C2